4-(R)-[6-(3,6-Dihydro-2H-pyran-4-yl)-pyridazin-4-yl]-(1,3-dimethyl-azetidin-3-yl)-(4-isopropyl-phenyl)-methanol O1CCC(=CC1)C1=CC(=CN=N1)[C@]1(CC=C(C=C1)C(O)C1(CN(C1)C)C)C(C)C